1-(1H-benzo[d]imidazol-5-yl)-5-(2,6-difluorophenyl)imidazolidin-2-one N1C=NC2=C1C=CC(=C2)N2C(NCC2C2=C(C=CC=C2F)F)=O